ethyl 5-amino-4-cyclobutyl-1-methyl-1H-pyrazole-3-carboxylate NC1=C(C(=NN1C)C(=O)OCC)C1CCC1